6-(2-methoxyphenyl)-2-(methylthio)pyrido[2,3-d]pyrimidin-7-amine COC1=C(C=CC=C1)C1=CC2=C(N=C(N=C2)SC)N=C1N